ethyl (3,5-dichlorophenyl)glycinate ClC=1C=C(C=C(C1)Cl)NCC(=O)OCC